N-[(1S)-2-[4-(3,5-dimethyl-1H-pyrazol-4-yl)anilino]-1-(4-methylcyclohexyl)-2-oxo-ethyl]-2-(3-methylsulfanylpropyl)pyrazole-3-carboxamide CC1=NNC(=C1C1=CC=C(NC([C@H](C2CCC(CC2)C)NC(=O)C=2N(N=CC2)CCCSC)=O)C=C1)C